rac-(R)-(4-fluorophenyl)(1-(2-hydroxyethyl)-8-methyl-3-(3-methyl-1,2,4-thiadiazole-5-yl)-5,6-dihydroimidazo[1,5-a]pyrazin-7(8H)-yl)methanone FC1=CC=C(C=C1)C(=O)N1[C@@H](C=2N(CC1)C(=NC2CCO)C2=NC(=NS2)C)C |r|